N-(6-bromo-1-(cyclopropylmethyl)-4-fluoro-1H-indol-2-yl)-3,3-dimethylbutyramide BrC1=CC(=C2C=C(N(C2=C1)CC1CC1)NC(CC(C)(C)C)=O)F